Cl.C1C(CC2=CC=CC=C12)NC1=NC=C(C=N1)C=1C(=NN(C1)CC(=O)N1CC2=C(CC1)NN=N2)C(=O)N2CCNCC2 2-(4-{2-[(2,3-dihydro-1H-inden-2-yl)amino]pyrimidin-5-yl}-3-(piperazine-1-carbonyl)-1H-pyrazol-1-yl)-1-{1H,4H,5H,6H,7H-[1,2,3]triazolo[4,5-c]pyridin-5-yl}ethan-1-one hydrochloride